[5-[4-[4-chloro-3-[cyclopropyl(methyl)carbamoyl] phenyl]pyrazol-1-yl]-1-methyl-4-(trifluoromethyl)pyrazol-3-yl]1,1,2,2,2-pentafluoroethanesulfonate ClC1=C(C=C(C=C1)C=1C=NN(C1)C1=C(C(=NN1C)OS(=O)(=O)C(C(F)(F)F)(F)F)C(F)(F)F)C(N(C)C1CC1)=O